1,2-dimethyl-3-propylimidazolium bis(trifluoromethanesulfonyl)imide [N-](S(=O)(=O)C(F)(F)F)S(=O)(=O)C(F)(F)F.CN1C(=[N+](C=C1)CCC)C